[Si](C1=CC=CC=C1)(C1=CC=CC=C1)(C(C)(C)C)OCC=1C=2N(C=C(C1)C1CC1)C=C(N2)CNC2=CC(=NC=C2)N N4-((8-(((tert-butyldiphenylsilyl)oxy)methyl)-6-cyclopropylimidazo[1,2-a]pyridin-2-yl)methyl)pyridine-2,4-diamine